FC=1C=C(CC2=NC=CC(=C2)N2N=C(C(=C2)C(=O)O)C)C=C(C1)C(F)(F)F 1-(2-(3-fluoro-5-(trifluoromethyl)benzyl)pyridin-4-yl)-3-methyl-1H-pyrazole-4-carboxylic acid